6-(3,6-dihydro-2H-pyran-4-yl)-8-[(4-methoxyphenyl)methoxy]-1-methyl-quinoxalin-2-one O1CCC(=CC1)C=1C=C2N=CC(N(C2=C(C1)OCC1=CC=C(C=C1)OC)C)=O